C1=NC=CC2=C1CC(C2)NC2=NC=C(C=N2)C2=NNC(O2)=O 5-(2-((6,7-dihydro-5H-cyclopenta[c]pyridin-6-yl)amino)pyrimidin-5-yl)-1,3,4-oxadiazole-2(3H)-on